2-(4-{[(3r,5r)-5-fluoro-1-methylpiperidin-3-yl]amino}pyrido[3,4-d]pyridazin-1-yl)-5-(trifluoromethyl)phenol formate salt C(=O)O.F[C@@H]1C[C@H](CN(C1)C)NC=1N=NC(=C2C1C=NC=C2)C2=C(C=C(C=C2)C(F)(F)F)O